CN(CCCNCCCN)C 3-(3-(Dimethyl-amino)propylamino)propylamin